C(C)(C)(C)OC(=O)N1CCC(CC1)C1=C(C=CC=C1)CO 4-(2-Hydroxymethylphenyl)piperidine-1-carboxylic acid t-butyl ester